C(=C)C=1N=CC(=NC1)N1CC(NCC1)=O 4-(5-vinyl-pyrazin-2-yl)piperazin-2-one